C1(=CC=CC=C1)C=1C=C2C=CC=NC2=C(C1)NS(=O)(=O)C1=NC=CC=C1 N-(6-phenylquinolin-8-yl)pyridine-2-sulfonamide